C[C@H]1CN2C(C=3N1C(=NC3)[C@@](C(F)(F)F)(C)O)=CC(=N2)C23OCC(CC2)(CC3)C(=O)O 1-((S)-5-methyl-3-((R)-1,1,1-trifluoro-2-hydroxypropan-2-yl)-5,6-dihydroimidazo[1,5-a]pyrazolo[5,1-c]pyrazin-9-yl)-2-oxabicyclo[2.2.2]octane-4-carboxylic acid